nickel-iron cobalt oxide [Co]=O.[Fe].[Ni]